tetrabromobisphenol A-bissodium salt [Na].[Na].BrC1=C(C(=C(C(=C1O)Br)Br)C(C)(C)C1=CC=C(C=C1)O)Br